C(C1=CC=CC=C1)N1C=C(C=CC1=O)OC1=C(C=C(C=C1Cl)N1N=C(C(NC1=O)=O)C(=O)O)Cl 2-(4-((1-benzyl-6-oxo-1,6-dihydropyridin-3-yl)oxy)-3,5-dichlorophenyl)-3,5-dioxo-1,2,4-triazine-6-carboxylic acid